C(CCCCCCC\C=C/CCCCCCCC)(=O)NN Oleic acid hydrazide